FC1=C(C=C(C=C1)OC)CN1CC(N(C(C1)C)C(C(C)C)=O)C(=O)NCC1=CC=C(C=C1)C=1OC=CC1 4-[(2-fluoro-5-methoxyphenyl)methyl]-N-{[4-(furan-2-yl)phenyl]methyl}-6-methyl-1-(2-methylpropanoyl)piperazine-2-carboxamide